3-methyl-3-(3-(1-methyl-1H-imidazol-4-yl)-4-((4-(trifluoromethyl)phenyl)amino)phenyl)pyrrolidine-2,4-dione CC1(C(NCC1=O)=O)C1=CC(=C(C=C1)NC1=CC=C(C=C1)C(F)(F)F)C=1N=CN(C1)C